CC1=C(CNCCO)C=CC(=C1)NC1=NSC2=C1C=CC=C2C2=CC=CC=C2 2-((2-methyl-4-((7-phenylbenzo[d]isothiazol-3-yl)amino)benzyl)amino)ethan-1-ol